2-(6-Bromo-1-(cyclopropylmethyl)-1H-indol-2-yl)-4-methoxy-3-methylpyrazolo[1,5-a]pyridine-6-carboxylic acid BrC1=CC=C2C=C(N(C2=C1)CC1CC1)C1=NN2C(C(=CC(=C2)C(=O)O)OC)=C1C